2-((1-benzylpiperidin-4-yl)methyl)-7-fluoro-imidazo[1,2-c]quinazolin-5-amine C(C1=CC=CC=C1)N1CCC(CC1)CC=1N=C2N(C(=NC=3C(=CC=CC23)F)N)C1